C(C)(C)(C)OC(=O)N1CCC2(CC1)C[C@H](C1=CC(=CC=C12)Br)O.O1COC2=NC(=CC=C21)C(C)=O 1-([1,3]dioxolo[4,5-b]pyridin-5-yl)ethan-1-one tert-butyl-(R)-5-bromo-3-hydroxy-2,3-dihydrospiro[indene-1,4'-piperidine]-1'-carboxylate